ethyl 2-cyano-2-(hydroxyimino) acetate CCOC(=O)/C=N/OC#N